1-(3-bromo-5-chlorophenyl)-4-(chloromethyl)-1H-pyrazole BrC=1C=C(C=C(C1)Cl)N1N=CC(=C1)CCl